C(C)(=S)[S-].C(CCCCCCC)[Sn+2]CCCCCCCC.C(C)(=S)[S-] di-n-octyltin dithioacetate